5,5-Dimethyl-4-(4-bromophenyl)-2-pyrrolidinone CC1(C(CC(N1)=O)C1=CC=C(C=C1)Br)C